5-Fluoro-N-isopropyl-2-((4-(7-(((2S,5R)-5-(methylsulfonamido)tetrahydro-2H-pyran-2-yl)methyl)-2,7-diazaspiro[3.5]nonan-2-yl)pyrimidin-5-yl)oxy)-N-((R)-tetrahydrofuran-3-yl)benzamide FC=1C=CC(=C(C(=O)N([C@H]2COCC2)C(C)C)C1)OC=1C(=NC=NC1)N1CC2(C1)CCN(CC2)C[C@H]2OC[C@@H](CC2)NS(=O)(=O)C